C(CCCCCCCCCCCCCCCCCCC)S eicosyl thiol